tert-Butyl (E)-3-((3-butyl-7-(ethylthio)-5-(4-fluorophenyl)-2-(4-methoxybenzyl)-1,1-dioxido-2,3,4,5-tetrahydro-1,2,5-benzothiadiazepin-8-yl)oxy)acrylate C(CCC)C1N(S(C2=C(N(C1)C1=CC=C(C=C1)F)C=C(C(=C2)O/C=C/C(=O)OC(C)(C)C)SCC)(=O)=O)CC2=CC=C(C=C2)OC